C1(CCC1)OC(COC(NC1=C2CCCC2=CC=2CCCC12)=O)=O 2-{[(1,2,3,5,6,7-hexahydro-s-indacen-4-yl)carbamoyl]oxy}acetic acid cyclobutyl ester